({[3-(prop-2-enyl)-3-(prop-2-enyloxy)cyclobutyl]oxy}methyl)benzene C(C=C)C1(CC(C1)OCC1=CC=CC=C1)OCC=C